3H-imidazo[4,5-b]Pyridine-7-carboxylic acid N1=CNC2=NC=CC(=C21)C(=O)O